N1(C=NC=C1)CC1=CC(=C2CCN(C(C2=C1)=O)[C@@H]1C=2C=C(N=CC2CCC1)CC)C=1C(=NN(C1)C)C(F)(F)F (S)-7-((1H-imidazol-1-yl)methyl)-3'-ethyl-5-(1-methyl-3-(trifluoromethyl)-1H-pyrazol-4-yl)-3,4,5',6',7',8'-hexahydro-1H-[2,5'-biisoquinolin]-1-one